C(#N)C=1C=CC(=NC1)[C@H]1N(OCC1)C(=O)OC(C)(C)C Tert-butyl (3S)-3-(5-cyano-2-pyridyl)isoxazolidine-2-carboxylate